(3aR,5r,6aS)-tert-butyl 5-(6-chloro-1H-indazol-4-yl)-5-hydroxycyclopenta[c]pyrrole-2(1H)-carboxylate ClC1=CC(=C2C=NNC2=C1)C1(C=C2C(CN(C2)C(=O)OC(C)(C)C)=C1)O